ClC1=C(C(=O)N[C@H](C(=O)NCC2=CC=C(C=C2)Cl)CCCNC(CF)=N)C(=CC=C1)OC (S)-2-Chloro-N-(1-((4-chlorobenzyl)amino)-5-(2-fluoroacetimidamido)-1-oxopentan-2-yl)-6-methoxybenzamide